NC(C(CCC(=O)OC)N1C(C2=CC=CC(=C2C1)O[Si](C)(C)C(C)(C)C)=O)=O methyl 5-amino-4-(4-(tert-butyldimethylsilyloxy)-1-oxoisoindolin-2-yl)-5-oxopentanoate